methyl 3-(5-{7-bromo-2'-methyl-1H,2'H-[3,4'-biindazol]-1-yl}pyridin-2-yl)-3-azabicyclo-[3.1.0]hexane-6-carboxylate BrC=1C=CC=C2C(=NN(C12)C=1C=CC(=NC1)N1CC2C(C2C1)C(=O)OC)C=1C2=CN(N=C2C=CC1)C